benzyl 4-(4-(4,4,5,5-tetramethyl-1,3,2-dioxaborolan-2-yl)phenyl)piperidine-1-carboxylate CC1(OB(OC1(C)C)C1=CC=C(C=C1)C1CCN(CC1)C(=O)OCC1=CC=CC=C1)C